N1=C(C=CC=C1)CC1=C(C=CC(=C1)CNC1CCCC=2C=CC=NC12)CN 2-(2-pyridylmethyl)-N'-(5,6,7,8-tetrahydro-8-quinolinyl)-1,4-xylylenediamine